4-amino-N-[(3S)-1-{3-[2-(2,6-dioxopiperidin-3-yl)-1-oxo-3H-isoindol-4-yl]prop-2-yn-1-yl}piperidin-3-yl]-3-methoxybenzamide NC1=C(C=C(C(=O)N[C@@H]2CN(CCC2)CC#CC2=C3CN(C(C3=CC=C2)=O)C2C(NC(CC2)=O)=O)C=C1)OC